CC(CO)=CC1=CC=C(C=C1)C 2-methyl-3-(4-methylphenyl)-2-propen-1-ol